C(C)(C)(C)C1=CC=C(C=C1)C1NC2=CC=CC=C2C(N1)=O 2-(4-tert-butylphenyl)-2,3-dihydroquinazolin-4(1H)-one